1-[(6-chloro-1H-benzimidazol-1-yl)methyl]-4-propylpyrrolidin-2-one ClC=1C=CC2=C(N(C=N2)CN2C(CC(C2)CCC)=O)C1